(3R)-N-(4-([1,2,4]triazolo[1,5-a]pyridin-7-yloxy)-3-methylphenyl)-3,4,5,6-tetrahydro-2H-3,7-methano[1,4,7]oxadiazonino[2,3-f]quinazolin-13-amine N=1C=NN2C1C=C(C=C2)OC2=C(C=C(C=C2)NC2=NC=NC1=CC=C3C(=C21)OC[C@@H]2NCCN3C2)C